FC=1C=C(OC2=C(C=C(COC3OC4CN5C3(CN3C5=CC=NC3=O)C4)C=C2F)F)C=CC1F ((4-(3,4-difluorophenoxy)-3,5-difluorobenzyl)oxy)-3,4-dihydro-1H,9H,11H-3,11a-methanopyrimido[6',1':2,3]imidazo[5,1-c][1,4]oxazin-9-one